BrC=1C=CC(=NC1)C(C(=O)C1=C(C=C(C=C1)F)F)(F)F (5-bromopyridine-2-yl)-1-(2,4-difluorophenyl)-2,2-difluoroethanone